N-(5-(3-(3,3-difluoro-2-hydroxypropyl)-1,2,4-oxadiazol-5-yl)-2-methylphenyl)-7-((3-hydroxy-3-methylbutoxy)methyl)imidazo[1,2-a]pyridine-3-carboxamide FC(C(CC1=NOC(=N1)C=1C=CC(=C(C1)NC(=O)C1=CN=C2N1C=CC(=C2)COCCC(C)(C)O)C)O)F